1-[3,3-dimethyl-2-(2-methylaminopropionylamino)-butyryl]-pyrrolidine CC(C(C(=O)N1CCCC1)NC(C(C)NC)=O)(C)C